[Pd].C(C1=CC=CC=C1)=CC(=O)C=CC1=CC=CC=C1.C(C1=CC=CC=C1)=CC(=O)C=CC1=CC=CC=C1 bis(dibenzylidene-acetone) palladium